7-fluoro-3-phenylbenzo[e][1,4,3]oxathiazin-1,1-dioxide FC=1C=CC2=C(S(N=C(O2)C2=CC=CC=C2)(=O)=O)C1